(S)-1-[(S)-1-({2-[(Dimethyl-amino)methyl]-1,4-dioxa-8-aza-8-spiro[4.5]decyl}carbonyl)-3-methylbutyl]-3-isobutyl-2-piperazinone CN(C)CC1OC2(OC1)CCN(CC2)C(=O)[C@H](CC(C)C)N2C([C@@H](NCC2)CC(C)C)=O